4-(4'-O-acetyl-α-L-rhamnosyloxy)benzyl isothiocyanate C(C)(=O)O[C@@H]1[C@H]([C@H]([C@@H](O[C@H]1C)OC1=CC=C(CN=C=S)C=C1)O)O